The molecule is an inositol phosphomannosylinositol phosphoceramide compound having a tetracosanoyl group attached to the ceramide nitrogen, hydroxylation at C-4 of the long-chain base, and hydroxylation at C-2 of the very-long-chain fatty acid. It has a role as a Saccharomyces cerevisiae metabolite. It derives from a Man-beta1-2-Ins-1-P-Cer(t18:0/2-OH-24:0). It is a conjugate acid of an Ins-1-P-6-Man-beta1-2-Ins-1-P-Cer(t18:0/2-OH-24:0)(2-). CCCCCCCCCCCCCCCCCCCCCCC(C(=O)N[C@@H](COP(=O)(O)O[C@@H]1[C@@H]([C@@H]([C@H]([C@@H]([C@H]1O[C@H]2[C@H]([C@H]([C@@H]([C@H](O2)COP(=O)(O)OC3[C@@H]([C@H](C([C@H]([C@H]3O)O)O)O)O)O)O)O)O)O)O)O)[C@@H](C(CCCCCCCCCCCCCC)O)O)O